3-(5-fluoropyridin-2-yl)-3-(1-(trifluoromethyl)cyclopropyl)propanoic acid FC=1C=CC(=NC1)C(CC(=O)O)C1(CC1)C(F)(F)F